ClC=1C=C(C=CC1)N[C@H](CC(C)C)C(=O)N1[C@@H]2CC([C@H]([C@H]1C(=O)N[C@H](C[C@H]1C(NCC1)=O)C#N)CC2)(F)F (1S,3S,4S)-2-((3-chlorophenyl)-D-leucyl)-N-((R)-1-cyano-2-((S)-2-oxopyrrolidin-3-yl)ethyl)-5,5-difluoro-2-azabicyclo[2.2.2]octane-3-carboxamide